NC1=C(C(=CC=C1)C=1C(=NC=CC1)OC)NC(CCCCNC(OC(C)(C)C)=O)C tert-butyl (5-((2-amino-6-(2-methoxypyridin-3-yl)phenyl)amino)hexyl)carbamate